Z-9E-11-tetradecene CCCCCCCCCC\C=C/CC